1-((4-bromo-1H-pyrazol-1-yl)methyl)cyclopropan-1-ol BrC=1C=NN(C1)CC1(CC1)O